ClC=1C=C(N)C=C(C1OC=1C=CC2=C(N(C=N2)C2(CC2)C(F)(F)F)C1)Cl 3,5-dichloro-4-((1-(1-(trifluoromethyl)cyclopropyl)-1H-benzo[d]imidazol-6-yl)oxy)aniline